FC1(CCN(CC1)CC1=CC=2NC(N(C(C2S1)=O)C)=O)C=1C=CC(=NC1C)C(=O)NC 5-(4-fluoro-1-((3-methyl-2,4-dioxo-1,2,3,4-tetrahydrothieno[3,2-d]pyrimidin-6-yl)methyl)piperidin-4-yl)-N,6-dimethylpicolinamide